ClCC(=O)N1C2=C(OC[C@@H]1C1=CC=C(C=C1)C)N=CC(=C2)CC2=CC=C(C=C2)F (S)-2-chloro-1-(7-(4-fluorobenzyl)-2-(p-tolyl)-2,3-dihydro-1H-pyrido[2,3-b][1,4]oxazin-1-yl)ethan-1-one